C(C)C1=C(CC2CC3(CN(C3)C(=O)C3CC(C3)(C)O)C2)C=CC=C1 (6-(2-Ethylbenzyl)-2-azaspiro[3.3]heptan-2-yl)((1s,3s)-3-hydroxy-3-methylcyclobutyl)methanon